[C@H](C)(CC)[C@@H]1N(CC2=C(NC1=O)C=CC=C2)C(=O)NCCNC(=O)N (S)-3-((S)-sec-butyl)-2-oxo-N-(2-ureidoethyl)-1,2,3,5-tetrahydro-4H-benzo[e][1,4]diazepine-4-carboxamide